(S)-4-(4-fluoropyrazolo[1,5-a]pyridin-2-yl)-5-(6-fluoropyridin-2-yl)-4,5,6,7-tetrahydro-1H-imidazo[4,5-c]pyridine FC=1C=2N(C=CC1)N=C(C2)[C@H]2N(CCC1=C2N=CN1)C1=NC(=CC=C1)F